COC1=CC=C(C=C1)C1(NC=2C=CC3=C(C2C=C1)C=CC=C3)C3=CC=CC=C3 3-(4-methoxyphenyl)-3-phenyl-3,4-dihydrobenzo[f]quinoline